2-(2H-benzo[d][1,2,3]triazol-2-yl)-6-(hexylamino)-4-(2,4,4-trimethylpentan-2-yl)phenol N=1N(N=C2C1C=CC=C2)C2=C(C(=CC(=C2)C(C)(CC(C)(C)C)C)NCCCCCC)O